COC(COC1=CC=C(C=C1)N(CCC(=O)O)CCC(=O)O)=O 3,3'-((4-(2-methoxy-2-oxoethoxy)phenyl)azanediyl)dipropanoic Acid